C(CCCCCCCCCCCCCCCCC)(=O)SC[C@H](N)C(=O)O S-stearoyl-cysteine